9-fluoro-2,2-dimethyl-5-(quinolin-3-yl)-2,3-dihydro-1,4-benzoxazepine adipat C(CCCCC(=O)O)(=O)O.FC1=CC=CC=2C(=NCC(OC21)(C)C)C=2C=NC1=CC=CC=C1C2